4-(4-amino-3-hydroxyphenyl)-2,6-dimethylpiperazine-1-carboxylic acid tert-butyl ester C(C)(C)(C)OC(=O)N1C(CN(CC1C)C1=CC(=C(C=C1)N)O)C